4-(4-(2-ethoxylbenzoyl)aminophenyl)butyric acid O(CC)C1=C(C(=O)NC2=CC=C(C=C2)CCCC(=O)O)C=CC=C1